FC(OC1=CC(=NC=C1)NC=1C=C(C=C(C1)C=1C=NN(C1)CC(C)(C)O)N1CC2(C1)CCN(CC2)C(C)=O)F 1-(2-(3-((4-(difluoromethoxy)pyridin-2-yl)amino)-5-(1-(2-hydroxy-2-methylpropyl)-1H-pyrazol-4-yl)phenyl)-2,7-diazaspiro[3.5]nonan-7-yl)ethan-1-one